3-[4-[3-[[(3R,4S)-3-fluoro-4-piperidinyl]oxy]azetidin-1-yl]-3-methyl-2-oxo-benzimidazol-1-yl]piperidine-2,6-dione F[C@@H]1CNCC[C@@H]1OC1CN(C1)C1=CC=CC=2N(C(N(C21)C)=O)C2C(NC(CC2)=O)=O